diallylamino-2,4-dithiol C(C=C)N(CC=C)C=1SCSC1